β-azido-L-alanine N(=[N+]=[N-])C[C@H](N)C(=O)O